C1N(CCC2=CC=CC=C12)C[C@H](CN1CCOC2=C(C1=O)C=CC(=C2)OCC=2C=NC=CC2)O 4-[(2R)-3-(3,4-dihydro-1H-isoquinolin-2-yl)-2-hydroxy-propyl]-8-(3-pyridylmethoxy)-2,3-dihydro-1,4-benzoxazepin-5-one